FC(C(C(F)(F)F)F)(OCC(C(F)F)(F)F)F 1,1,2,3,3,3-hexafluoro-1-(2,2,3,3-tetrafluoropropoxy)propane